3-[4-(1-methyl-1H-indazol-4-yl)phenyl]-5-(trifluoromethyl)-4,5-dihydro-1,2-oxazol-5-ol CN1N=CC2=C(C=CC=C12)C1=CC=C(C=C1)C1=NOC(C1)(O)C(F)(F)F